C(C)(C)N(CCOC(=O)OC(C(=O)OCCCCCCCC(OC(CCCCCC)CCCCCCCC)=O)CCC(=O)OCCCCCCCC(OC(CCCCCC)CCCCCCCC)=O)C bis(8-oxo-8-(pentadecan-7-yloxy)octyl) 2-(((2-(isopropyl(methyl)amino)ethoxy)carbonyl)oxy)pentanedioate